6-[[5-fluoro-3-(2,2,2-trifluoroethoxy)-2-pyridyl]oxy]-3,7-dimethyl-N-(4-methyl-1,1-dioxo-thian-4-yl)imidazo[1,2-b]pyridazine-2-carboxamide FC=1C=C(C(=NC1)OC=1C(=CC=2N(N1)C(=C(N2)C(=O)NC2(CCS(CC2)(=O)=O)C)C)C)OCC(F)(F)F